methyl 1-methyl-2-(3-methylpyridin-2-yl)-1H-imidazole-4-carboxylate CN1C(=NC(=C1)C(=O)OC)C1=NC=CC=C1C